dimethyl-acetylAmine CN(C(C)=O)C